tert-butyl (3-((2-chloro-5-((1-phenylethyl)carbamoyl)pyrimidin-4-yl)amino)phenyl)carbamate ClC1=NC=C(C(=N1)NC=1C=C(C=CC1)NC(OC(C)(C)C)=O)C(NC(C)C1=CC=CC=C1)=O